(S)-2-((ethyloxycarbonyl) amino)-3-oxo-3-((1-(m-tolyl)-1H-indazol-6-yl)amino)propyl nicotinate C(C1=CN=CC=C1)(=O)OC[C@@H](C(NC1=CC=C2C=NN(C2=C1)C=1C=C(C=CC1)C)=O)NC(=O)OCC